allyloxy ethyl-vinyl ether C(C)C=COOCC=C